NCCCN(CCCCCCCC(=O)OCCC(CCCC)CCCC)CCCCCCCC(OCCC(CCCCC)CCCCC)=O 3-Butylheptyl 8-((3-aminopropyl)(8-oxo-8-((3-pentyloctyl)oxy)octyl)amino)octanoate